FC(C[N+](=O)[O-])(C)F 2,2-difluoronitropropane